FC(C(N1C(C(OC(C1(F)F)(F)F)(F)F)(F)F)F)(F)C1OCC(OC1)C(C(F)N1C(C(OC(C1(F)F)(F)F)(F)F)(F)F)(F)F 2,5-bis(1,1,2-trifluoro-2-(perfluoromorpholino)ethyl)-1,4-dioxane